C12C(C3CC(CC(C1)C3)C2)NC(CN2S(N(CCC2)C2=CC(=CC=C2)Cl)(=O)=O)=O N-(adamantan-2-yl)-2-(6-(3-chlorophenyl)-1,1-dioxido-1,2,6-thiadiazinan-2-yl)acetamide